C(C=C)C=1C=C(C(C(=O)[O-])=C(C1)Br)C(=O)[O-] 4-allyl-6-bromophthalate